FC=1C=C(OCC(=O)N2[C@@H]([C@H]3C([C@H]3C2)(C)C)C(=O)NNC[C@H]2C(NCC2)=O)C=C(C1)F (1R,2S,5S)-3-[2-(3,5-difluorophenoxy)acetyl]-6,6-dimethyl-N'-[[(3S)-2-oxopyrrolidin-3-yl]methyl]-3-azabicyclo[3.1.0]hexane-2-carbohydrazide